7-((6-((dimethylamino)-methyl)pyridin-2-yl)amino)-4-(7-fluoroimidazo[1,2-a]pyridin-3-yl)isoindolin-1-one CN(C)CC1=CC=CC(=N1)NC=1C=CC(=C2CNC(C12)=O)C1=CN=C2N1C=CC(=C2)F